N1=CN=CC2=C1N1C(=C2)C=NC=C1 pyrazino[1',2':1,5]pyrrolo[2,3-d]pyrimidin